4-pyridin-3-ylpyrimidin N1=CC(=CC=C1)C1=NC=NC=C1